(1R,1'R)-1,1'-([1,1'-biphenyl]-4,4'-diyl)bis(3-phenylpropan-1-ol) C1(=CC=C(C=C1)[C@@H](CCC1=CC=CC=C1)O)C1=CC=C(C=C1)[C@@H](CCC1=CC=CC=C1)O